(2,3,4,5-tetramethylcyclopentadienyl)hafnium dichloride [Cl-].[Cl-].CC=1C(C(=C(C1C)C)C)[Hf+2]